ClC=1C=C(C(=NC1)O)N1N=C(N=C1)C(=O)N1[C@@H](C=2C(CC1)=C(N(N2)C)C2=CC(=CC(=C2)F)F)C [1-(5-chloro-2-hydroxy-3-pyridinyl)-1,2,4-triazol-3-yl]-[(7R)-3-(3,5-difluorophenyl)-2,7-dimethyl-5,7-dihydro-4H-pyrazolo[3,4-c]pyridin-6-yl]methanone